C(CCCC)C1=CC=C(C=C1)CN 1-(4-pentylphenyl)methylamine